methoxydimethyl-(1-methyl-2-propen-1-yl)silane phosphonium silanol salt [SiH3]O.[PH4+].CO[Si](C(C=C)C)(C)C